CC1=CC=C(C=C1)C=CCC(=O)N 4-(4-methylphenyl)-3-butenamide